4-(6-chloro-2-cyclopropyl-5-methoxypyrimidin-4-yl)-1lambda6-thiomorpholine-1,1-dione ClC1=C(C(=NC(=N1)C1CC1)N1CCS(CC1)(=O)=O)OC